5-chloro-3-cyclobutyl-1H-pyrazolo[4,3-b]pyridine ClC1=CC=C2C(=N1)C(=NN2)C2CCC2